2,4-Bis-(4-chloro-phenyl)-6-ethoxy-pyrimidine-5-carbonitrile ClC1=CC=C(C=C1)C1=NC(=C(C(=N1)C1=CC=C(C=C1)Cl)C#N)OCC